F[P-](F)(F)(F)(F)F.[NH+]=1N[N+](=C2N=CC=CC21)[O-] triazolo[4,5-b]-pyridinium 3-oxid hexafluorophosphate